N1C=C(C2=CC=CC=C12)CCN1C(N=CC=2OCCN(C21)C2COC2)C2=CN=C(S2)C N-[2-(1H-indol-3-yl)ethyl]-2-(2-methylthiazol-5-yl)-8-(oxetan-3-yl)-6,7-dihydropyrimido[5,4-b][1,4]oxazin